ClC=1C=CC2=C(N(C(NC2=O)=O)C2=C(C=CC=C2CC)CC)N1 7-Chloro-1-(2,6-diethylphenyl)pyrido[2,3-d]pyrimidine-2,4(1H,3H)-dione